FC1(OC(OC1(F)F)(C(F)(F)F)C(F)(F)F)F perfluoro(2,2-dimethyl)-1,3-dioxolane